(2,4-dimethyloxopentadienyl)(ethylcyclopentadienyl)ruthenium CC(=C[Ru]C1(C=CC=C1)CC)C=C(C=O)C